N-(tert-butyl)-2-benzothiazolyl-sulfenamide C(C)(C)(C)NSC=1SC2=C(N1)C=CC=C2